C(C)(C)(C)NS(=O)(=O)/C=C/C1=CC=C(O1)C(=O)OC(C)(C)C tert-butyl 5-[(E)-2-(tert-butylsulfamoyl)vinyl]furan-2-carboxylate